C(C)(C)(C)OC(=O)N(C1(C(=NN(C1=O)C)C1=CC=C(C=C1)S(=O)(=O)C)CC(=O)O)O 2-(4-{[(tert-butoxy)carbonyl](hydroxy)amino}-3-(4-methanesulfonylphenyl)-1-methyl-5-oxo-4,5-dihydro-1H-pyrazol-4-yl)acetic acid